(S)-6-(2-(thiophene-2-yl)ethylamino)-5,6,7,8-tetrahydronaphthalene-1-ol hydrobromide Br.S1C(=CC=C1)CCN[C@@H]1CC=2C=CC=C(C2CC1)O